ClC(=C(F)Cl)F 1,2-Dichloro-1,2-difluoroethen